3-[2-[2-[3-oxo-3-(2,3,5,6-tetrafluorophenoxy)propoxy]ethoxy]ethoxy]propanoic acid O=C(CCOCCOCCOCCC(=O)O)OC1=C(C(=CC(=C1F)F)F)F